TRANS-tert-butyl 3-(hydroxymethyl)-4-methyl-2-azabicyclo[3.1.1]heptane-2-carboxylate OCC1N(C2CC(C1C)C2)C(=O)OC(C)(C)C